FC=1C=C(C=CC1OCCCN1CCCCC1)C1=CC=2C=3N(C=NC2C=C1)N(C(C3C(C)C)=O)C 9-(3-fluoro-4-(3-(piperidin-1-yl)propoxy)phenyl)-1-isopropyl-3-methylpyrazolo[1,5-c]quinazolin-2(3H)-one